2-cyano-2-(8-cyano-7-hydroxy-6-oxo-5H-1,5-naphthyridin-2-yl)acetic acid C(#N)C(C(=O)O)C1=NC=2C(=C(C(NC2C=C1)=O)O)C#N